(S)-4-(5-Aminopyrazin-2-yl)-2-methylpiperazine-1-carboxylic acid tert-butyl ester C(C)(C)(C)OC(=O)N1[C@H](CN(CC1)C1=NC=C(N=C1)N)C